C(CCCCC)OC(=COC1=C(C=C(C=C1)CO)OC)C1=CC=CC=C1 (4-((2-(hexyloxy)-2-phenylvinyl)oxy)-3-methoxyphenyl)methanol